C(\C=C\C(=O)O)(=O)O.C(C(C)(C)C)(=O)OCOP(=O)(OC1=CC=CC=C1)CO[C@@H](CN1C2=NC=NC(=C2N=C1)N)C ((((((R)-1-(6-amino-9H-purin-9-yl) propan-2-yl)oxy)methyl) (phenoxy)phosphoryl) oxy)methyl pivalate fumarate